FC(C1=CC=C(C=C1)NC1=C2CCN(CC2=CC=C1)C(=O)C1CNC1)(F)F 3-(5-((4-(trifluoromethyl)phenyl)amino)-1,2,3,4-tetrahydroisoquinoline-2-carbonyl)azetidin